Methyl 3-(3-((cyclohexylcarbamoyl)oxy)azetidin-1-yl)-2-(1H-pyrrol-1-yl)benzoate C1(CCCCC1)NC(=O)OC1CN(C1)C=1C(=C(C(=O)OC)C=CC1)N1C=CC=C1